R-butyrate C(CCC)(=O)[O-]